C[C@@](COC1=C(C=C(C=C1)C1=CC=NC2=CC=CC=C12)C(F)(F)F)(CC(C)C)N (S)-2,4-dimethyl-1-(4-(quinolin-4-yl)-2-(trifluoromethyl)phenoxy)pentan-2-amine